2-{3-[(3S)-3-cyclopropylpiperazin-1-yl]-1,2,4-triazin-6-yl}-5-[(5-methylpyrazin-2-yl)amino]pyridin-3-ol hydrochloride Cl.C1(CC1)[C@H]1CN(CCN1)C=1N=NC(=CN1)C1=NC=C(C=C1O)NC1=NC=C(N=C1)C